5-(2-chlorophenoxy)-6-fluoro-3-(((3-hydroxypyridin-2-yl)methyl)amino)-4H-benzo[e][1,2,4]thiadiazine 1,1-dioxide ClC1=C(OC2=C(C=CC3=C2NC(=NS3(=O)=O)NCC3=NC=CC=C3O)F)C=CC=C1